FC(C(CCCCC[N+](C)(C)C)(C1=CC=C(C=C1)C1=CC(=CC=C1)C1=CC=C(C=C1)C)C)(F)F 7,7,7-trifluoro-N,N,N,6-tetramethyl-6-(4''-methyl-[1,1':3',1''-terphenyl]-4-yl)heptan-1-aminium